C(C1=CC=CC=C1)N1CC2(COC2)C(C1)NC(OC(C)(C)C)=O tert-Butyl (6-benzyl-2-oxa-6-azaspiro[3.4]oct-8-yl)carbamate